N[C@@H](CCCCNC(COCCOCCOCCOCCOCCOCCOCCOCCOCCOC(=O)NC=1C=C(C=CC1O)C[C@@H](CC(C(=O)OC(C)(C)C)C)NC(=O)OC(C)(C)C)=O)C(NCCCC)=O (4R)-tert-butyl 5-(3-((S)-37-amino-31,38-dioxo-2,5,8,11,14,17,20,23,26,29-decaoxa-32,39-diazatritetracontanamido)-4-hydroxyphenyl)-4-((tert-butoxycarbonyl) amino)-2-methylpentanoate